tert-butyl 5-vinyl-1,4-oxazepane-4-carboxylate C(=C)C1N(CCOCC1)C(=O)OC(C)(C)C